2-(4-(2-amino-5-chloro-6-methylpyrimidin-4-yl)-1-methyl-10-oxo-1,4,9-triazaspiro[5.6]dodecan-9-yl)acetic acid NC1=NC(=C(C(=N1)N1CCN(C2(C1)CCN(C(CC2)=O)CC(=O)O)C)Cl)C